m-xylylenediadipamide C1(=CC(=CC=C1)CC(C(=O)N)CCCC(=O)N)CC(C(=O)N)CCCC(=O)N